pyridinium (2S,5R)-N'-(furan-2-ylcarbonyl)-7-oxo-6-(sulfooxy)-1,6-diazabicyclo-[3.2.1]octane-2-carbohydrazide O1C(=CC=C1)C(=O)NNC(=O)[C@H]1N2C(N([C@H](CC1)C2)OS(=O)(=O)O)=O.[NH+]2=CC=CC=C2